[C@H]1(CC[C@H]2CCC[C@@H]12)N (1R,3aR,6aR)-octahydropentalen-1-amine